1-ethyl-3-methylimidazolium methyl-sulfate salt COS(=O)(=O)[O-].C(C)N1C=[N+](C=C1)C